5-naphthyloxymethyl-bicyclo[2.2.1]hept-2-ene C1(=CC=CC2=CC=CC=C12)OCC1C2C=CC(C1)C2